NC1=NC2=CC=C(C=C2C=C1C)C(=O)N(CC=1N=NC(=CC1)C(F)(F)F)[C@@H]1CCOC=2C1=NC(=CC2)F 2-amino-N-((4R)-6-fluoro-3,4-dihydro-2H-pyrano[3,2-b]pyridin-4-yl)-3-methyl-N-((6-(trifluoromethyl)-3-pyridazinyl)methyl)-6-quinolinecarboxamide